ClC=1C=NC(=C(C(=O)NC2CCC(CC2)CN2C(N(C3=C2C=CC=C3)C=3C(=NC(=CC3)C)C)=O)C1)C(F)(F)F 5-chloro-N-((1r,4r)-4-((3-(2,6-dimethylpyridin-3-yl)-2-oxo-2,3-dihydro-1H-benzo[d]imidazol-1-yl)methyl)cyclohexyl)-2-(trifluoromethyl)nicotinamide